C(C)(C)(C)OC(=O)NC1=CC=C(CC=2C=C(C(=O)OC)C=CC2)C=C1 methyl 3-(4-((tert-butoxycarbonyl)amino)-benzyl)benzoate